(S)-2-(6,8-dimethyl-4-oxopyrrolo[1,2-d][1,2,4]triazin-3(4H)yl)-N-(1-(4-fluorophenyl)ethyl)acetamide CC1=CC(=C2N1C(N(N=C2)CC(=O)N[C@@H](C)C2=CC=C(C=C2)F)=O)C